BrC1=C(C=C(C=C1)N1CCN(CC1)C(=O)OC(C)(C)C)OC Tert-butyl 4-(4-bromo-3-methoxyphenyl)piperazine-1-carboxylate